4-(5-(4,4,5,5-tetramethyl-1,3,2-dioxaborolan-2-yl)-2,3-dihydro-1H-inden-1-yl)morpholine CC1(OB(OC1(C)C)C=1C=C2CCC(C2=CC1)N1CCOCC1)C